2-Phenyl-1-(1H-tetrazol-5-yl)ethanamine C1(=CC=CC=C1)CC(N)C1=NN=NN1